NC1=C(C=NC=C1[N+](=O)[O-])C(=O)N 4-amino-5-nitro-pyridine-3-carboxamide